C(C)(C)(C)OC(=O)CC(C)(C)OC([C@@H](N)CCCCN)=O L-lysine (tert-butoxycarbonyl)-tert-butyl ester